C(C)(C)(C)NC(C(=O)C1=C(C(=C(N1C)Cl)C(=O)NC1=CC(=C(C=C1)F)C#N)C)=O 5-(2-(tert-butylamino)-2-oxoacetyl)-2-chloro-N-(3-cyano-4-fluorophenyl)-1,4-dimethyl-1H-pyrrole-3-carboxamide